C1C2C1CN1CCCC21 octahydrocyclopropa[a]pyrrolizine